CC=1N=C2N(C=C(N=C2C)NC(=O)C=2C(=NC(=NC2)N2CC3(CN(C3)C(=O)OC(C)(C)C)C2)OCC)C1 tert-butyl 6-(5-((2,8-dimethylimidazo[1,2-a]pyrazin-6-yl)carbamoyl)-4-ethoxypyrimidin-2-yl)-2,6-diazaspiro[3.3]heptane-2-carboxylate